FC=1C(=CC=2C3=C(N=NC2C1)N(C(N3C(C)C)=O)C)C=3C=NC(=CC3)COCCN3C[C@@H](CC3)F (R)-7-fluoro-8-(6-((2-(3-fluoropyrrolidin-1-yl)ethoxy)methyl)pyridin-3-yl)-1-isopropyl-3-methyl-1,3-dihydro-2H-imidazo[4,5-c]cinnolin-2-one